4-bromo-1-chloro-2-nitrobenzene BrC1=CC(=C(C=C1)Cl)[N+](=O)[O-]